6-fluoro-3-phenyl-2-sulfinyl-2,3-dihydroquinazolin-4(1H)-one FC=1C=C2C(N(C(NC2=CC1)=S=O)C1=CC=CC=C1)=O